methyl 5-amino-7-bromo-1H-benzo[d]imidazole-4-carboxylate NC1=C(C2=C(NC=N2)C(=C1)Br)C(=O)OC